(2r,5r)-2-(1-(3-fluoro-5-tolyl)-3-(1H-pyrrol-3-yl)-1H-pyrazol-4-yl)-5-methyl-3-(2-(2-oxoindol-6-yl)ethyl)oxazolidin-4-one FC=1C=C(C=C(C1)N1N=C(C(=C1)[C@H]1O[C@@H](C(N1CCC=1C=CC2=CC(N=C2C1)=O)=O)C)C1=CNC=C1)C